2-(2-chlorophenyl)-N-(1-methyl-3-(5-((1-methylpiperidin-4-yl)amino)pyridin-3-yl)-1H-pyrazol-5-yl)acetamide ClC1=C(C=CC=C1)CC(=O)NC1=CC(=NN1C)C=1C=NC=C(C1)NC1CCN(CC1)C